FC(C1=NC=NC2=CC=C(C=C12)NC(=O)OC(C)(C)C)(F)F Tert-butyl 4-trifluoromethylquinazolin-6-carbamate